2-oxo-1,5-dihydro-2H-spiro[benzo[e][1,4]oxazepine-3,3'-pyrrolidine]-1'-carbonitrile O=C1NC2=C(COC13CN(CC3)C#N)C=CC=C2